Triphenylphosphine tetra(perfluoronaphthyl)borate FC1=C(C2=C(C(=C(C(=C2C(=C1F)F)F)F)F)F)[B-](C1=C(C(=C(C2=C(C(=C(C(=C12)F)F)F)F)F)F)F)(C1=C(C(=C(C2=C(C(=C(C(=C12)F)F)F)F)F)F)F)C1=C(C(=C(C2=C(C(=C(C(=C12)F)F)F)F)F)F)F.C1(=CC=CC=C1)P(C1=CC=CC=C1)C1=CC=CC=C1